1,4-Dimethyl-6-(4-(1-methylpiperidin-4-yl)phenyl)-2-(4-(methylsulfonyl)phenyl)-1H-benzo[d]imidazol CN1C(=NC2=C1C=C(C=C2C)C2=CC=C(C=C2)C2CCN(CC2)C)C2=CC=C(C=C2)S(=O)(=O)C